N-methoxy-4-((2-methoxy-3-(1-methyl-1H-pyrazol-4-yl)phenyl)amino)-6-((4-(Methylsulfonyl)phenyl)amino)nicotinamide CONC(C1=CN=C(C=C1NC1=C(C(=CC=C1)C=1C=NN(C1)C)OC)NC1=CC=C(C=C1)S(=O)(=O)C)=O